OC(COCC(COCC(COCC(COC(CCCCCCCCCCCCC)=O)O)O)O)CO 3-(3-(3-(2,3-dihydroxypropoxy)-2-hydroxypropoxy)-2-hydroxypropoxy)-2-hydroxypropyl-tetradecanoat